(R)-1-(3,3-difluoro-4-((5-(1-(2-fluoroethyl)-1H-benzo[d][1,2,3]triazol-6-yl)-4-methoxypyrrolo[2,1-f][1,2,4]triazin-2-yl)amino)piperidin-1-yl)-2-hydroxyethan-1-one FC1(CN(CC[C@H]1NC1=NN2C(C(=N1)OC)=C(C=C2)C=2C=CC1=C(N(N=N1)CCF)C2)C(CO)=O)F